C(C)OC(/C=C/C1CC2(C1)CCN(CC2)C(=O)OC(C)(C)C)=O tertbutyl (E)-2-(3-ethoxy-3-oxoprop-1-en-1-yl)-7-azaspiro[3.5]nonane-7-carboxylate